OC(C)C=1OC2=C(C1)C=C(C(=C2)[N+](=O)[O-])OC=2C=C(C(=O)N(C)C)C=CC2 3-((2-(1-Hydroxyethyl)-6-nitrobenzofuran-5-yl)oxy)-N,N-dimethylbenzamide